(E)-N'-(7-((2S,3R,4S,5R)-5-(((tert-butyldiphenylsilyl)oxy)methyl)-5-cyano-3,4-dihydroxytetrahydrofuran-2-yl)pyrrolo[2,1-f][1,2,4]triazin-4-yl)-N,N-dimethylformimidamide [Si](C1=CC=CC=C1)(C1=CC=CC=C1)(C(C)(C)C)OC[C@@]1([C@H]([C@H]([C@@H](O1)C1=CC=C2C(=NC=NN21)/N=C/N(C)C)O)O)C#N